N[C@H](C(=O)O)CC1=CC=C(C=C1)C1=CC(NC=C1)=O (S)-2-amino-3-(4-(2-oxo-1,2-dihydropyridin-4-yl)phenyl)propanoic acid